2-((2-Hydroxy-2-methylpropyl)amino)-N-(4-(3-isopropyl-2-(8-methoxy-[1,2,4]triazolo[1,5-a]pyridin-6-yl)-1H-indol-5-yl)cyclohexyl)acetamid OC(CNCC(=O)NC1CCC(CC1)C=1C=C2C(=C(NC2=CC1)C=1C=C(C=2N(C1)N=CN2)OC)C(C)C)(C)C